2-(4-bromo-1-methyl-1H-pyrazol-5-yl)-4-chloro-3-fluoro-6-(oxetane-3-oxy)benzonitrile BrC=1C=NN(C1C1=C(C#N)C(=CC(=C1F)Cl)OC1COC1)C